[(1R,2S)-2-phenylcyclopropyl]-3-[(5-phenylpyrimidin-2-yl)amino]benzamide C1(=CC=CC=C1)[C@@H]1[C@@H](C1)C1=C(C(=O)N)C=CC=C1NC1=NC=C(C=N1)C1=CC=CC=C1